CS(=O)(=O)C1N(CCNC1)C(=O)[O-] (methylsulfonyl)piperazine-1-carboxylate